tert-butyl (R)-3,4-dichloro-1-((2-isopropyl-4-methylpyridin-3-yl)amino)-6a,7,9,10-tetrahydro-12H-pyrazino[2,1-c]pyrido[3,4-f][1,4]oxazepine-8(6H)-carboxylate ClC1=C(C2=C(CN3[C@@H](CO2)CN(CC3)C(=O)OC(C)(C)C)C(=N1)NC=1C(=NC=CC1C)C(C)C)Cl